(S)-1-((3-methyl-6-(4,4,4-trifluorobutoxy)-3,4-dihydronaphthalen-2-yl)methyl)-N-(pyrimidin-5-yl)azetidine-3-carboxamide C[C@@H]1C(=CC2=CC=C(C=C2C1)OCCCC(F)(F)F)CN1CC(C1)C(=O)NC=1C=NC=NC1